FC1=C(C(=CC(=C1)F)F)CP(O)(=O)CC[C@H]1OC([C@H]([C@H]([C@@H]1O)O)O)OC1=CC=C(C=C1)OC (2,4,6-trifluorophenyl)methyl-[2-[(2R,3S,4S,5S)-3,4,5-trihydroxy-6-(4-methoxyphenoxy)tetrahydropyran-2-yl]ethyl]phosphinic acid